methyl 2-{8-[(2,5-difluoro-4-methylphenyl)methyl]-3-fluoroimidazo[1,2-a]pyrazin-6-yl}-4-hydroxypyrimidine-5-carboxylate FC1=C(C=C(C(=C1)C)F)CC=1C=2N(C=C(N1)C1=NC=C(C(=N1)O)C(=O)OC)C(=CN2)F